OCCCCCN(C=1SC=C(N1)C(=O)[O-])C=1N=NC(=C(C1)C)\N=C\1/SC2=C(N1COCC[Si](C)(C)C)C=CC=C2 2-[5-hydroxypentyl-[5-methyl-6-[(Z)-[3-(2-trimethylsilylethoxymethyl)-1,3-benzothiazol-2-ylidene]amino]pyridazin-3-yl]amino]thiazole-4-carboxylate